Triisobutyl-methyl-phosphonium C(C(C)C)[P+](C)(CC(C)C)CC(C)C